Methyl 2-(6-chloro-1-((2-(trimethylsilyl)ethoxy)methyl)-1H-pyrrolo[2,3-b]pyridin-2-yl)-5-methoxy-3-methylimidazo[1,2-a]pyridine-7-carboxylate ClC1=CC=C2C(=N1)N(C(=C2)C=2N=C1N(C(=CC(=C1)C(=O)OC)OC)C2C)COCC[Si](C)(C)C